3-(4-chloro-2-methoxy-6-methylphenyl)-2-oxo-7,11,14-trioxa-1-azadispiro[4.2.58.25]pentadec-3-en-4-ylpropionate ClC1=CC(=C(C(=C1)C)C=1C(NC2(C1OC(CC)=O)COC1(CCOCC1)OC2)=O)OC